(S,Z)-(1-(6-(2-fluoro-2-(4-(pyridazin-4-yl)pyrimidin-2-yl)vinyl)-3-phenoxy-2-(trifluoromethyl)phenyl)piperidin-3-yl)methanamine F\C(=C/C1=CC=C(C(=C1N1C[C@@H](CCC1)CN)C(F)(F)F)OC1=CC=CC=C1)\C1=NC=CC(=N1)C1=CN=NC=C1